CC(C)CCC(CCC(C)C)OP(=O)([O-])OCC[N+](C)(C)C 2,8-Dimethyl-5-Nonylphosphocholine